C1(CC1)NC(C([C@@H](C[C@@H]1C(N[C@@H](C1)C)=O)C1=C(C(=NC=C1)NC(=O)C12CC(C1)(C2)C(F)(F)F)C(=O)N)=O)=O ((1S)-3-(cyclopropylamino)-1-[[(3S,5R)-5-methyl-2-oxo-pyrrolidin-3-yl]methyl]-2,3-dioxo-propyl)-2-[[3-(trifluoromethyl)bicyclo[1.1.1]pentane-1-carbonyl]amino]pyridine-3-carboxamide